NC1=C(C=C(C=C1)C(=O)OC)NC1CCN(CC1)C(=O)OC(C)(C)C tert-butyl 4-((2-amino-5-(methoxycarbonyl)phenyl)amino)piperidine-1-carboxylate